methyl 5-morpholinopyrazine-2-carboxylate O1CCN(CC1)C=1N=CC(=NC1)C(=O)OC